C(#N)C1=C(N=C(N1)C#N)C#N TRICYANOIMIDAZOLE